CC(CS(=O)C)(C)C=1N(N=C2C(=CC=C(C12)C(=O)N)F)C=1C=NC=CC1 (1,1-dimethyl-2-methylsulfinyl-ethyl)-7-fluoro-2-(3-pyridinyl)indazole-4-carboxamide